COC(NC1=NC=C(C=C1)C1=CN=C2N1C=C(C=C2)C(N(C)C2=CC(=CC=C2)C#N)=O)=O.C(#CC)N2CCN(CC2)CC2=CC=C(C(=O)N)C=C2 4-((4-propynylpiperazin-1-yl)methyl)benzamide methyl-N-[5-[6-[(3-cyanophenyl)-methyl-carbamoyl]imidazo[1,2-a]pyridin-3-yl]-2-pyridyl]carbamate